C(C)NC1=NC(=CC(=C1)C=1N(N=CC1C1=NN=CN1C)C)C=1SC2=C(N1)C=CC=C2C(F)(F)F n-ethyl-4-[2-methyl-4-(4-methyl-1,2,4-triazol-3-yl)-pyrazol-3-yl]-6-[7-(trifluoromethyl)-1,3-benzothiazol-2-yl]-pyridin-2-amine